N1N=CC(=C1)C1CN(CCC1)C1=NC(=NC=C1)C1=CN=C2N1C=C(N=C2)C(F)(F)F 3-(4-(3-(1H-Pyrazol-4-yl)piperidin-1-yl)pyrimidin-2-yl)-6-(trifluoromethyl)imidazo[1,2-a]pyrazine